F[C@H](CN1C(C2=CC(=C(C=C2C1)NC(=O)C=1C=NN2C1N=CC=C2)N2CCOCC2)=O)[C@@H](C)O N-(2-((2R,3R)-2-fluoro-3-hydroxybutyl)-6-morpholino-1-oxoisoindolin-5-yl)pyrazolo[1,5-a]pyrimidine-3-carboxamide